FC1=CC=C(C=C1)CC(C(C)(C)C)=O 1-(4-fluorophenyl)-3,3-dimethyl-butan-2-one